C(C)(C)(C)OC(NC=1C=NC(=C(C1)OCC1=CC=CC=C1)C)=O N-(5-benzyloxy-6-methyl-3-pyridyl)carbamic acid tert-butyl ester